pyromellitic acid tetra(2-propyl heptyl) ester C(CC)C(COC(C=1C(C(=O)OCC(CCCCC)CCC)=CC(C(=O)OCC(CCCCC)CCC)=C(C(=O)OCC(CCCCC)CCC)C1)=O)CCCCC